5-[4-[[4-[4-[[2,6-dimethoxy-4-(2-methyl-1-oxo-2,7-naphthyridin-4-yl)phenyl]methyl]piperazin-1-yl]-1-piperidyl]methyl]-1-piperidyl]-N-(2,6-dioxo-3-piperidyl)pyridine-2-carboxamide COC1=C(C(=CC(=C1)C1=CN(C(C2=CN=CC=C12)=O)C)OC)CN1CCN(CC1)C1CCN(CC1)CC1CCN(CC1)C=1C=CC(=NC1)C(=O)NC1C(NC(CC1)=O)=O